P(=O)(OCCCCCCC)(OCCCCCCC)OC1=CC=CC=C1 di-(1-heptyl) phenyl phosphate